C(#N)C=1C=C(C=NC1)[C@H]1N(OCC1)C(=O)[C@H]1[C@@H](CN(CC1)C1=NC=CC(=N1)C(=O)N)F 2-[(3S,4S)-4-[(3S)-3-(5-Cyano-3-pyridyl)isoxazolidine-2-carbonyl]-3-fluoro-1-piperidyl]pyrimidine-4-carboxamide